C(C)(CC)C1C(NC2=C(CN1S(=O)(=O)N(C)C)C=CC=C2)=O 3-(sec-butyl)-N,N-dimethyl-2-oxo-1,2,3,5-tetrahydro-4H-benzo[1,4]diazepine-4-sulfonamide